propionic acid tricyclo[5.2.1.0(2,6)]Dec-3-en-8-yl ester C12C3C=CCC3C(C(C1)OC(CC)=O)C2